Ethyl 2-(4-hydroxy-1-(5-(5,6,7,8-tetrahydro-1,8-naphthyridin-2-yl)pentanoyl)piperidin-4-yl)acetate OC1(CCN(CC1)C(CCCCC1=NC=2NCCCC2C=C1)=O)CC(=O)OCC